C(CC#C)NCC=1C=C(CN)C=C(C1)CNCCC#C 3,5-di(3-butynylaminomethyl)benzylamine